C(C)(C)(C)OC(NCCCNC1=C2C(N(C(C2=CC=C1)=O)C1C(NC(CC1)=O)=O)=O)=O.F\C(=C/C1=CC=CC=C1)\S(=O)(=O)C1=CC=CC=C1 (E)-[2-fluoro-(2-benzenesulfonyl)vinyl]benzene tert-butyl-N-(3-{[2-(2,6-dioxopiperidin-3-yl)-1,3-dioxo-2,3-dihydro-1H-isoindol-4-yl]amino}propyl)carbamate